7-(bromomethyl)benzofuran-4-carbonitrile BrCC=1C=CC(=C2C=COC21)C#N